2-(1-((2-(3-(difluoromethyl)phenyl)-2-oxoethyl)amino)cyclopropyl)acetonitrile FC(C=1C=C(C=CC1)C(CNC1(CC1)CC#N)=O)F